ClC1=CC=C(C=C1)C1CC(N(O1)C)(C)C=1C=NC=CC1 3-[5-(4-chloro-phenyl)-2,3-dimethyl-isoxazolin-3-yl]-pyridine